(S)-N-(6-(3-aminopyrrolidin-1-yl)-4-(3'-chloro-5-fluoro-2-hydroxy-4'-(3-methyl-2-oxo-2,3-dihydro-1H-imidazol-1-yl)-[1,1'-biphenyl]-3-yl)pyridin-2-yl)isobutyramide N[C@@H]1CN(CC1)C1=CC(=CC(=N1)NC(C(C)C)=O)C=1C(=C(C=C(C1)F)C1=CC(=C(C=C1)N1C(N(C=C1)C)=O)Cl)O